OCC1=NNC(O1)=O 5-(hydroxymethyl)-2,3-dihydro-1,3,4-oxadiazol-2-one